5-[(2,4-dibenzylbenzyloxymethylthio)methyl]oxazol-2(3H)-one C(C1=CC=CC=C1)C1=C(COCSCC2=CNC(O2)=O)C=CC(=C1)CC1=CC=CC=C1